4-Methyl-3-(methylsulfonyl)-4H-1,2,4-triazole CN1C(=NN=C1)S(=O)(=O)C